C(C)OC1=C(C=CC=C1)[C@H]1N(CCC1)C1CC2(C1)CCN(CC2)C(=O)OC(C)(C)C (S)-tert-butyl 2-(2-(2-ethoxyphenyl)pyrrolidin-1-yl)-7-azaspiro[3.5]nonane-7-carboxylate